Methylenebis-{2,4-bis(2,4-dimethylphenyl)-6-[2-hydroxy-4-(3-butoxy-2-hydroxypropoxy)phenyl]-s-triazine} C(N1C(N=C(N=C1C1=C(C=C(C=C1)OCC(COCCCC)O)O)C1=C(C=C(C=C1)C)C)C1=C(C=C(C=C1)C)C)N1C(N=C(N=C1C1=C(C=C(C=C1)OCC(COCCCC)O)O)C1=C(C=C(C=C1)C)C)C1=C(C=C(C=C1)C)C